C[C@@H]1OC(C2=CC=C(C=C2C1)C1=CN=C2N1CCN(C2)C(=O)OC(C)(C)C)=O (S)-tert-butyl 3-(3-methyl-1-oxoisochroman-6-yl)-5,6-dihydroimidazo[1,2-a]pyrazine-7(8H)-carboxylate